Methyl (3S)-3-[3-(benzyloxycarbonylamino)-2-chlorophenyl]-3-{[N'-tert-butoxy-carbonyl-N-(tetrahydrofuran-3-yl)carbamimidoyl]amino}butanoate C(C1=CC=CC=C1)OC(=O)NC=1C(=C(C=CC1)[C@@](CC(=O)OC)(C)NC(NC1COCC1)=NC(=O)OC(C)(C)C)Cl